di-n-heptyl-glycidylamine C(CCCCCC)N(CC1CO1)CCCCCCC